(S)-4-(((R)-2-methoxypropyl)(4-(5,6,7,8-tetrahydro-1,8-naphthyridin-2-yl)butyl)amino)-2-(quinoxalin-2-ylamino)butanoic acid CO[C@@H](CN(CC[C@@H](C(=O)O)NC1=NC2=CC=CC=C2N=C1)CCCCC1=NC=2NCCCC2C=C1)C